FC1=CC=C(C=C1)C1=C([N+](=CC2=CC3=C(C=C12)C=NN3C3OCCCC3)[O-])C(C)C 5-(4-fluorophenyl)-6-isopropyl-1-(tetrahydro-2H-pyran-2-yl)-1H-pyrazolo[4,3-g]isoquinoline 7-oxide